ClC1=NC=C(C(=N1)NCC=1C(=NC=CC1)C)C(=O)N 2-chloro-4-[[(2-methylpyridin-3-yl)methyl]amino]pyrimidin-5-carboxamide